alpha-methyl-(4-pentenyl)-glycine CC(NCCCC=C)C(=O)O